C1(=CC=CC=C1)NC(CCCNC(C(C(F)(F)F)(O)O)=O)=O N-phenyl-4-(3,3,3-trifluoro-2,2-dihydroxypropanamido)butanamide